NC1=CC(=C2C(N(CCCCC[C@@](C3=NN=C(C1=N2)O3)(C(F)(F)F)O)C3CCC(CC3)(F)F)=O)C(F)(F)F (6R)-17-Amino-12-(4,4-difluorocyclohexyl)-6-hydroxy-6,15-bis(trifluoromethyl)-19-oxa-3,4,12,18-tetrazatricyclo[12.3.1.12,5]nonadeca-1(18),2,4,14,16-pentaen-13-one